ethyl 2-(2-((5-bromo-2-cyclopropylbenzofuran-3-yl)methoxy)-4-methoxyphenyl)acetate BrC=1C=CC2=C(C(=C(O2)C2CC2)COC2=C(C=CC(=C2)OC)CC(=O)OCC)C1